OC(C)(C)C=1SC(=CN1)S(=O)(N)=NC(NC1=C2C(=NC3=C1CCC3)C(CC2)C)=O 2-(2-hydroxypropan-2-yl)-N'-((3-methyl-1,2,3,5,6,7-hexahydrodicyclopenta[b,e]pyridin-8-yl)carbamoyl)thiazole-5-sulfonimidamide